tertiaryButyl-dimethyl-silicon C(C)(C)(C)[Si](C)C